C(C)(C)(C)OC(=O)NCCOC/C=C/C(=O)OC Methyl (E)-4-[2-(tert-butoxycarbonylamino)ethoxy]but-2-enoate